FC=1C=C(C(=NC1)C1=CC=C(C=C1)C1=CNC2=NC=C(C=C21)C2=CC1=C(CC[C@@H](CC1)N1C3COCC1C3)C=C2)C 6-[(7S)-3-[3-[4-(5-Fluoro-3-methylpyridin-2-yl)phenyl]-1H-pyrrolo[2,3-b]pyridin-5-yl]-6,7,8,9-tetrahydro-5H-benzo[7]annulen-7-yl]-3-oxa-6-azabicyclo[3.1.1]heptane